C(CCC(=O)[O-])(=O)[O-].[Mg+2].CN(C=1C=C2C(=CC=NC2=CC1)NC=1C=CC(=NC1)C(=O)NC1=CC=C(C=C1)NC1=CC(=NC=C1)C)C 5-(6-(dimethylamino)quinolin-4-ylamino)-N-(4-(2-methylpyridin-4-ylamino)phenyl)pyridine-2-carboxamide magnesium succinate salt